C(C1=CC=CC=C1)N1CCN(CCC1)C1C(CN(CC1)C(=O)OC(C)(C)C)F tert-Butyl 4-(4-benzyl-1,4-diazepan-1-yl)-3-fluoropiperidine-1-carboxylate